N-(furan-2-ylmethyl)-2-(((7-methyl-4-oxo-4H-pyrido[1,2-a]pyrimidin-2-yl)methyl)amino)benzamide O1C(=CC=C1)CNC(C1=C(C=CC=C1)NCC=1N=C2N(C(C1)=O)C=C(C=C2)C)=O